Propyl-1,1'-biphenyl C(CC)C1=C(C=CC=C1)C1=CC=CC=C1